N1=NC(C=C1)=C1N=NC=C1 biazazole